(6-(3-isopropoxy-4-methoxyphenyl)pyrazin-2-yl)methanol C(C)(C)OC=1C=C(C=CC1OC)C1=CN=CC(=N1)CO